(2R,6R)-N-[2-(1-benzylpiperidin-4-yl)ethyl]-4-(5-cyano-4-methoxypyrimidin-2-yl)-2,6-dimethylpiperazine-1-carboxamide C(C1=CC=CC=C1)N1CCC(CC1)CCNC(=O)N1[C@@H](CN(C[C@H]1C)C1=NC=C(C(=N1)OC)C#N)C